C(CCCCCCCCCC)[Si](O[Si](C)(C)C)(O[Si](C)(C)C)C undecylmethylbis(trimethylsiloxy)silane